C(N)(=O)C1=C(C=C(C=C1)N1N=C(C=2C(CC(CC12)(C)C)=O)C)NCCCOCCOCCOCCOCCOCCCNC(OC(C)(C)C)=O tert-Butyl (19-((2-carbamoyl-5-(3,6,6-trimethyl-4-oxo-4,5,6,7-tetrahydro-1H-indazol-1-yl)phenyl)amino)-4,7,10,13,16-pentaoxanonadecyl)carbamate